ClC=1C=C(C=CC1)N1C(N([C@H](C1)C#N)C1=CN=CC2=CC=C(C=C12)S(=O)(=O)C)=O (R)-1-(3-chlorophenyl)-3-(6-(methylsulfonyl)isoquinolin-4-yl)-2-oxoimidazolidine-4-carbonitrile